CC1N(CCN(C1)CC1=C(C=C(C=C1)C1=CC=CC=C1)C)C(=O)N1N=C(C=C1)C(=O)O 1-(2-methyl-4-((3-methyl-[1,1'-biphenyl]-4-yl)methyl)piperazine-1-carbonyl)-1H-pyrazole-3-carboxylic acid